2-((2R,5S)-2-(2-(2-(dimethylamino)ethyl)benzo[d]thiazol-5-yl)-5-methylpiperidin-1-yl)-2-oxo-N-(1-((2-(trimethylsilyl)ethoxy)methyl)-1H-pyrazolo[4,3-c]pyridin-7-yl)acetamide CN(CCC=1SC2=C(N1)C=C(C=C2)[C@@H]2N(C[C@H](CC2)C)C(C(=O)NC=2C1=C(C=NC2)C=NN1COCC[Si](C)(C)C)=O)C